(2-cyanoacetamido)-2-cyclopropylisonicotinic acid Ethyl ester C(C)OC(C1=C(C(=NC=C1)C1CC1)NC(CC#N)=O)=O